ClC1=CC(=C(C=C1)C=1C2=C(N=C(N1)F)N=C(S2)N(C(C)=O)C)F N-[7-(4-chloro-2-fluoro-phenyl)-5-fluoro-thiazolo[4,5-d]pyrimidin-2-yl]-N-methyl-acetamide